8-bromo-2-cyclopropyl-3,4-dihydro-2H-pyrido[4,3-b][1,4]oxazine BrC1=CN=CC2=C1OC(CN2)C2CC2